COC(CC1CC(CC2=CC=C(C=C12)N1CCOCC1)(C(=O)[O-])C(=O)[O-])=O 4-(2-methoxy-2-oxoethyl)-6-morpholino-3,4-dihydronaphthalene-2,2(1H)-dicarboxylate